monoperoxy phthalate C1(C=2C(C(=O)OOOO1)=CC=CC2)=O